FC1(CC(C1)(C(=O)O)C(F)(F)F)F 3,3-difluoro-1-(trifluoromethyl)cyclobutanecarboxylic acid